NC1=C2C(=C3C(=N1)C=C(N3)C(=O)N([C@@H]3COCC[C@H]3OC)CC3=NC=C(C=C3)C3=C(C=CC=C3F)F)COC2 5-amino-N-((5-(2,6-difluorophenyl)pyridin-2-yl)methyl)-N-((3R,4R)-4-methoxytetrahydro-2H-pyran-3-yl)-6,8-dihydro-1H-furo[3,4-d]pyrrolo[3,2-b]pyridine-2-carboxamide